1H-benzo[7]annulen-2(3H)-one C1C(CC=C2C1=CC=CC=C2)=O